(E)-3-[3,4-Bis(oxan-2-yloxy)phenyl]-1-[4-(oxan-2-yloxy)phenyl]prop-2-en-1-one O1C(CCCC1)OC=1C=C(C=CC1OC1OCCCC1)/C=C/C(=O)C1=CC=C(C=C1)OC1OCCCC1